4-(dimethyl-Amino)pyridine (S)-quinuclidin-3-yl-(2,2-dimethyl-5-(3-(methylthio)-5-(trifluoromethyl)phenyl)-2,3-dihydro-1H-inden-1-yl)carbamate N12CC(C(CC1)CC2)N(C(O)=O)[C@H]2C(CC1=CC(=CC=C21)C2=CC(=CC(=C2)C(F)(F)F)SC)(C)C.CN(C2=CC=NC=C2)C